3-Fluoro-4-(((1-methyl-1,2,3,4-tetrahydroisoquinolin-7-yl)oxy)methyl)benzonitrile FC=1C=C(C#N)C=CC1COC1=CC=C2CCNC(C2=C1)C